C(CCC)(C1=C(C(=CC=C1C)C(C)(C)C)O)C1=C(C(=CC=C1C)C(C)(C)C)O butylidenebis-(3-methyl-6-t-butylphenol)